C(#C)Cl.[Mg] magnesium ethynyl chloride